C1(CC1)C1=NC=NC(=C1C1=NC=C2C(=N1)N(S(C21CCCCC1)(=O)=O)CC1=CC=C(C=C1)C=1N(C=C(N1)C(F)(F)F)C(C)C)OC 6'-(4-cyclopropyl-6-methoxypyrimidin-5-yl)-1'-(4-(1-isopropyl-4-(trifluoromethyl)-1H-imidazol-2-yl)benzyl)-1'H-spiro[cyclohexane-1,3'-isothiazolo[3,4-d]pyrimidine] 2',2'-dioxide